6-Chloro-1-(2,2-dimethylpropyl)-7-(2-fluorophenyl)-4-(1-(2-propenoyl)-1,2,3,6-tetrahydro-4-pyridinyl)-1,8-naphthyridin-2(1H)-one ClC=1C=C2C(=CC(N(C2=NC1C1=C(C=CC=C1)F)CC(C)(C)C)=O)C=1CCN(CC1)C(C=C)=O